(2R,3S)-N-[(2S,3R,4R,5R,6S)-4,5-dihydroxy-6-(1H-imidazo[4,5-b]pyridin-7-ylamino)-2-methyl-tetrahydropyran-3-yl]-3-hydroxy-pyrrolidine-2-carboxamide O[C@@H]1[C@H]([C@@H](O[C@@H]([C@@H]1O)NC1=C2C(=NC=C1)N=CN2)C)NC(=O)[C@@H]2NCC[C@@H]2O